Cl.Cl.N1CCCC1.N1CCCC1 dipyrrolidine dihydrochloride